C(CCCCCC)C1(CC(=NC=C1)C)C1=CC(=NC=C1)C 4-heptyl-2,2'-dimethyl-4,4'-bipyridine